O=C([C@H](O)[C@@H](O)[C@@H](O)[C@H](O)C(=O)O)O.N1C[C@H](CC1)/C=C/C=1C=NC=NC1.N1C[C@H](CC1)/C=C/C=1C=NC=NC1 (R)-5-((E)-2-pyrrolidin-3-ylvinyl)pyrimidine hemigalactarate